N-(indolecarbonyl)piperazineBenzoyl-3'-O-(azidomethyl)-2'-deoxycytidine N1C(=CC2=CC=CC=C12)C(=O)NC1=NC(N([C@]2(C[C@H](OCN=[N+]=[N-])[C@@H](CO)O2)C(C2=CC=CC=C2N2CCNCC2)=O)C=C1)=O